Oxosuccinic acid O=C(C(=O)O)CC(=O)O